pentaerythritol tetrakis(thioacetate) C(C)(=S)OCC(COC(C)=S)(COC(C)=S)COC(C)=S